tetramethyl-ammonium bisulfate hydrate O.S([O-])(O)(=O)=O.C[N+](C)(C)C